cyclopenta[4,5]furo[2,3-c]pyridine-6-carboxylate C1=NC=CC2=C1OC1=C2CC(=C1)C(=O)[O-]